N-(2,3-dimethylbutyl)heptane-1,7-diamine CC(CNCCCCCCCN)C(C)C